CC=1SC(=C(N1)C(F)(F)F)CN1N=C2N(CCCC2)C1=O (5RS)-2-{[2-Methyl-4-(trifluoromethyl)-1,3-thiazol-5-yl]methyl}-3-oxo-2,3,5,6,7,8-hexahydro[1,2,4]triazolo[4,3-a]pyridin